C(CCC)C1N(S(C2=C(N(C1)C1=CC=CC=C1)C=C(C(=C2)CSCC(=O)O)OC)(=O)=O)C 2-(((3-butyl-7-methoxy-2-methyl-1,1-dioxido-5-phenyl-2,3,4,5-tetrahydro-1,2,5-benzothiadiazepin-8-yl)methyl)thio)acetic acid